2-di-tert-butylphosphino-4-methoxy-3,5,6-trimethyl-2',4',6'-tri-i-propylbiphenyl C(C)(C)(C)P(C1=C(C(=C(C(=C1C)OC)C)C)C1=C(C=C(C=C1C(C)C)C(C)C)C(C)C)C(C)(C)C